3-bromo-1H-pyrrole-2,5-dione BrC=1C(NC(C1)=O)=O